C(C)N1C2=C(OCC1=O)C=CC(=C2)C#N 4-ethyl-3-oxo-3,4-dihydro-2H-benzo[b][1,4]oxazine-6-carbonitrile